5,11-dimethyl-5,11-dihydro-6H-pyrimido[4,5-b][1,4]benzodiazepin-6-one CN1C2=C(N(C3=C(C1=O)C=CC=C3)C)N=CN=C2